N-[4-(2-pyrimidin-5-ylpiperazine-1-carbonyl)-3-pyrrolidin-1-ylphenyl]cyclopropanecarboxamide N1=CN=CC(=C1)C1N(CCNC1)C(=O)C1=C(C=C(C=C1)NC(=O)C1CC1)N1CCCC1